C(C)(=O)O[C@@H]1CC[C@H](CC1)NC(=O)C trans-p-acetaminocyclohexanol acetate